(2R,7S,8aS)-2-(2,3-dichloro-6-hydroxyphenyl)-7-(piperazin-1-yl)-hexahydro-1H-indolizin-5-one ClC1=C(C(=CC=C1Cl)O)[C@H]1C[C@H]2C[C@@H](CC(N2C1)=O)N1CCNCC1